2-(tetrahydrofuran-3-yl)ethan-1-amine O1CC(CC1)CCN